methylphenyldibenzylammonium tetrakis(pentafluorophenyl)borate FC1=C(C(=C(C(=C1[B-](C1=C(C(=C(C(=C1F)F)F)F)F)(C1=C(C(=C(C(=C1F)F)F)F)F)C1=C(C(=C(C(=C1F)F)F)F)F)F)F)F)F.C[N+](CC1=CC=CC=C1)(CC1=CC=CC=C1)C1=CC=CC=C1